ethyl (6-acroyl)hexanoate C(=O)(C=C)CCCCCC(=O)OCC